C(C)N1N=CC(=C1)NC1=NC=CC(=N1)C1=CC2CCC(C1)N2C=O (3-(2-((1-ethyl-1H-pyrazol-4-yl)amino)pyrimidin-4-yl)-8-azabicyclo[3.2.1]oct-2-en-8-yl)methanone